N(=[N+]=[N-])[C@@H]1[C@H]([C@H](SC=2C=C(C(=NC2)C#N)Br)O[C@@H]([C@@H]1OC(C)=O)COC(C)=O)OC 3-Bromo-2-cyanopyridin-5-yl 3-azido-4,6-di-O-acetyl-3-deoxy-2-O-methyl-1-thio-β-D-galactopyranoside